cyclopropyl-((2S)-4-(3-(cyclopropylmethoxy)-4-(difluoromethoxy)phenyl)-2-(2-hydroxypropan-2-yl)pyrrolidin-1-yl)methanone C1(CC1)C(=O)N1[C@@H](CC(C1)C1=CC(=C(C=C1)OC(F)F)OCC1CC1)C(C)(C)O